N[C@@H]1[C@@H](N(CC1)C(=O)OC(C)(C)C)CO tert-butyl (2R,3S)-3-amino-2-(hydroxymethyl)pyrrolidine-1-carboxylate